SCC1=NC=CN=C1CS 2,3-bis(mercaptomethyl)pyrazine